N-[3-(5-bromopyrimidin-2-yl)pentan-3-yl]-2-methylpropane-2-sulfinamide BrC=1C=NC(=NC1)C(CC)(CC)NS(=O)C(C)(C)C